[3-(2-chloro-10H-phenothiazin-10-yl)propyl]dimethylamine ClC1=CC=2N(C3=CC=CC=C3SC2C=C1)CCCN(C)C